tert-butyl ((R)-1-(7-(((S)-2-oxo-4-(trifluoromethyl)imidazolidin-1-yl)methyl)imidazo[1,2-b]pyridazin-2-yl)-2-((1,1,1-trifluoro-2-methylpropan-2-yl)oxy)ethyl)carbamate O=C1N(C[C@H](N1)C(F)(F)F)CC1=CC=2N(N=C1)C=C(N2)[C@H](COC(C(F)(F)F)(C)C)NC(OC(C)(C)C)=O